FC=1C(=CC=2C3=C(NC(C2C1)=O)COC[C@@H]3N(C(=O)NC3=CC=C(C=C3)F)C)F (R)-1-(8,9-difluoro-6-oxo-1,4,5,6-tetrahydro-2H-pyrano[3,4-c]isoquinolin-1-yl)-3-(4-fluorophenyl)-1-methylurea